2-amino-5-bromo-3-methoxybenzamide NC1=C(C(=O)N)C=C(C=C1OC)Br